Cl.O1CC(NC=C1)=O [1,4]Oxazin-3-one hydrochloride